C1(=CC=CC=C1)CC(=O)OCC ETHYL PHENYLACETATE